ClC1=CC=C(C=C1)N1N=C(C2=C1SC(=C2)C(=O)N2C1C(C=3C=C(C=CC23)C)CN(CC1)C)C (1-(4-chlorophenyl)-3-methyl-1H-thieno[2,3-c]pyrazol-5-yl)(2,8-dimethyl-1,2,3,4,4a,9b-hexahydro-5H-pyrido[4,3-b]indol-5-yl)methanone